methyl 3-[1-(1H-pyrrolo[2,3-b]pyridin-4-yl)-1H-pyrazol-4-yl]benzoate N1C=CC=2C1=NC=CC2N2N=CC(=C2)C=2C=C(C(=O)OC)C=CC2